NC=1NC(C2=C(N1)NC(S2)=O)=O 5-aminothiazolo[4,5-d]pyrimidine-2,7(3H,6H)-dione